2-(4-bromophenyl)acetamide BrC1=CC=C(C=C1)CC(=O)N